O=C([C@@H](O)[C@H](O)[C@@H](O)[C@@H](O)CO)[O-].[Ca+2].O=C([C@@H](O)[C@H](O)[C@@H](O)[C@@H](O)CO)[O-] Calcium L-gluconat